C(C)(C)(C)OC(=O)N1CCC(CC1)(C=1N(C=CN1)C=1C=NN(C1)C)C.C(C(C)C)OC1=CC=C(CC(C(=O)NCC2=NN(C=C2)C)C2CCN(CC2)C)C=C1 (4-isobutoxybenzyl)-N-[(1-methyl-1H-pyrazol-3-yl)methyl]-2-(1-methylpiperidin-4-yl)acetamide tert-butyl-4-methyl-4-(N-(1-methyl-1H-pyrazol-4-yl)imidazolyl)piperidine-1-carboxylate